N1C(=NC=C1)N imidazol-2-amine